C(C(C)C)(=O)OC(CC)C METHYL-2-METHYL-ethanol (CIS-ISOBUTYRATE)